3,5-difluoro-(3'-methoxy-[1,1'-biphenyl]) FC=1C=C(C=C(C1)F)C1=CC(=CC=C1)OC